1-ethyl-N-[4-fluoro-5-(2-morpholin-4-ylpyrimidin-5-yl)-2-[(3R,5S)-3,4,5-trimethylpiperazin-1-yl]phenyl]-6-oxo-4-(trifluoromethyl)pyridine-3-carboxamide C(C)N1C=C(C(=CC1=O)C(F)(F)F)C(=O)NC1=C(C=C(C(=C1)C=1C=NC(=NC1)N1CCOCC1)F)N1C[C@H](N([C@H](C1)C)C)C